Cl.CC1=NC(=CC(=C1)C)C 2,4,6-trimethylpyridine hydrochloride